[Si](C)(C)(C(C)(C)C)OC[C@](CO)(C)C=1C(=NC(=NC1)SC)Cl (2R)-3-[tert-butyl(dimethyl)silyl]oxy-2-(4-chloro-2-methylsulfanyl-pyrimidin-5-yl)-2-methyl-propan-1-ol